4-(4-((3-(3-(((2-chloro-[1,1'-biphenyl]-4-yl)methyl)amino)propanamido)propyl)amino)-1H-indazol-6-yl)pyridine 1-oxide ClC1=C(C=CC(=C1)CNCCC(=O)NCCCNC1=C2C=NNC2=CC(=C1)C1=CC=[N+](C=C1)[O-])C1=CC=CC=C1